C(C)(=O)N[C@@H](CSSC[C@@H](C(=O)O)NC(C)=O)C(=O)O N,N'-Diacetyl-L-Cystin